FC1=CC(=C(S1)C=O)C=O 5-Fluoro-2,3-thiophenedicarboxaldehyde